BrC1=C(C=C(C=C1)I)C(F)F 1-bromo-2-(difluoromethyl)-4-iodobenzene